ClC12CC3(CC(CC(C1)C3)C2)N 3-chloro-1-adamantanamine